C(=O)O.N(CCO)(CCO)CCO triethanolamine formate